Cl.ClC1=C(C=C(N=N1)N[C@H]1CNCCC1)C(F)(F)F 6-chloro-N-[(3R)-3-piperidinyl]-5-(trifluoromethyl)pyridazin-3-amine, hydrochloride